C(=O)=CCCSC(C)=O thioacetic acid S-(3-carbonylpropyl)ester